O[C@H]1CN(CCC1)C(=O)C1=CC=C(C=N1)NC(O[C@H](C)[C@H](C)OC1=CC2=C(N=C(S2)C2=C3N=CC(=NC3=CC(=C2)C)OC)C=C1F)=O (2R,3S)-3-((5-fluoro-2-(2-methoxy-7-methylquinoxalin-5-yl)benzo[d]thiazol-6-yl)oxy)butan-2-yl (6-((R)-3-hydroxypiperidine-1-carbonyl)pyridin-3-yl)carbamate